2-Chloro-4-pyridineboronic acid ClC1=NC=CC(=C1)B(O)O